COC=1C=C2C(=CNC2=CC1)CCN(C)C 2-(5-methoxy-1H-indol-3-yl)-N,N-dimethylethylamine